1-(3-(4-bromo-1H-pyrazol-1-yl)bicyclo[1.1.1]pentan-1-yl)ethan-1-one BrC=1C=NN(C1)C12CC(C1)(C2)C(C)=O